6-[3-(Difluoromethoxy)-4-fluoro-phenyl]-1-[(6-methoxy-3-pyridyl)methyl]pyrazolo[4,3-b]pyridine FC(OC=1C=C(C=CC1F)C=1C=C2C(=NC1)C=NN2CC=2C=NC(=CC2)OC)F